tert-Butyl 7-bromo-8-methyl-4-methylene-2,3-dihydro-1,5-naphthyridine-1-carboxylate BrC1=CN=C2C(CCN(C2=C1C)C(=O)OC(C)(C)C)=C